C(C)(=O)OCOC=1C=CC(=C2C=CC=NC12)Cl (5-Chloro-8-quinolinoxy)methyl acetate